2-(4-(bromomethyl)-3-fluorophenyl)-1-(methyl-d3)-4-(trifluoromethyl)-1H-imidazole BrCC1=C(C=C(C=C1)C=1N(C=C(N1)C(F)(F)F)C([2H])([2H])[2H])F